1-(2-aminoethyl)-N-(6-(N-(2-(dimethylamino)ethyl)thiophene-2-sulfonamido)-4-fluorobenzo[d]thiazol-2-yl)piperidine-4-carboxamide dihydrochloride Cl.Cl.NCCN1CCC(CC1)C(=O)NC=1SC2=C(N1)C(=CC(=C2)N(S(=O)(=O)C=2SC=CC2)CCN(C)C)F